laurylisoquinolinium chloride Salt [Cl-].C(CCCCCCCCCCC)C1=[NH+]C=CC2=CC=CC=C12